OC=1C=C2CCC(C2=CC1)CC(=O)OCC Ethyl 2-(5-hydroxy-2,3-dihydro-1H-inden-1-yl)acetate